azanylOxygen nitrogen [N].N[O]